Racemic-1-(2,6-dimethylpyridin-3-yl)-N-(1-(5-phenyl-1,3,4-thiadiazol-2-yl)ethyl)-1H-1,2,3-triazole-4-carboxamide CC1=NC(=CC=C1N1N=NC(=C1)C(=O)N[C@H](C)C=1SC(=NN1)C1=CC=CC=C1)C |r|